(3S,7aR)-3-(hydroxymethyl)hexahydro-1H-pyrrolizin OC[C@@H]1CC[C@H]2CCCN12